C(C1=CC=CC=C1)(=O)NC(=O)N L-1-Benzoylurea